(E)-tiglaldehyde C(\C(\C)=C\C)=O